COC([C@H](C[C@H]1C(NCC1)=O)NC([C@H](CC(CC)C)NC(=O)OC(C(F)(F)C1=CC(=CC=C1)Cl)C1=CC=CC=C1)=O)=O.C(CCCCCCCCCCCC)C(C)O[Si](OCC)(OCC)CC tridecanyl-ethyl-triethoxysilane methyl-(2S)-2-((2S)-2-(((2-(3-chlorophenyl)-2,2-difluoro-1-phenylethoxy)carbonyl)amino)-4-methylhexanamido)-3-((S)-2-oxopyrrolidin-3-yl)propanoate